(S)-N-(1-(2H-tetrazol-5-yl)ethyl)-5-(4-(trifluoromethyl)phenyl)-2-naphthamide N=1NN=NC1[C@H](C)NC(=O)C1=CC2=CC=CC(=C2C=C1)C1=CC=C(C=C1)C(F)(F)F